FC1=C(C=C(C=C1)NC(C=C)=O)NC1=NC(=NC=C1C1=C(C=CC=C1OC)F)NC=1C=NN(C1)C N-(4-fluoro-3-((5-(2-fluoro-6-methoxyphenyl)-2-((1-methyl-1H-pyrazol-4-yl)amino)pyrimidin-4-yl)amino)phenyl)acrylamide